1,1-dimethylisoindoline-4-carboxylate CC1(NCC=2C(=CC=CC12)C(=O)[O-])C